FC=1C=C(CN2C(C3=CC=CC=C3C2=O)CC2=C(C#N)C=CC=C2)C=CC1O 2-((2-(3-fluoro-4-hydroxybenzyl)-3-oxoisoindolin-1-yl)methyl)benzonitrile